FC1CN(C1)CC1=CC(=C2CN(C(C2=C1)=O)C1=CC(=CC=C1)C1(COC1)CC1=NN=CN1C)C(F)(F)F 6-((3-fluoroazetidin-1-yl)methyl)-2-(3-(3-((4-methyl-4H-1,2,4-triazol-3-yl)methyl)oxetan-3-yl)phenyl)-4-(trifluoromethyl)isoindolin-1-one